ClC1=C(C=CC=C1C(F)(F)F)CCI 2-chloro-1-(2-iodoethyl)-3-(trifluoromethyl)benzene